OCCS(=O)(=O)CCO bis(hydroxy ethyl) sulfone